exo-(±)-1-Methyl-2-(2-methylbenzyloxy)-4-isopropyl-7-oxa-bicyclo[2.2.1]heptane CC12C(CC(CC1)(O2)C(C)C)OCC2=C(C=CC=C2)C